CN(C(=O)NC=1C=NC2=CC=CC=C2C1)CC1=NOC(=C1)C 1-methyl-1-[(5-methyl-1,2-oxazol-3-yl)methyl]-3-quinolin-3-ylurea